C(C(=O)OCCC(C=C(CC)CC)C)(=O)OCC ethyl (5-ethyl-3-methylhept-4-en-1-yl) oxalate